2-chloro-8-fluoro-6-methyl-[1,2,4]triazolo[1,5-a]pyridine ClC1=NN2C(C(=CC(=C2)C)F)=N1